methyl 2-methyl-5-(trifluoromethyl)benzoate CC1=C(C(=O)OC)C=C(C=C1)C(F)(F)F